CN(C1=CC=C(C=C1)C(=CC1(OC(=O)C2=C(C(=C(C(=C12)Cl)Cl)Cl)Cl)C=C(C1=CC=C(C=C1)N(C)C)C1=CC=C(C=C1)N(C)C)C1=CC=C(C=C1)N(C)C)C 3,3-bis[1,1-bis(4-dimethylaminophenyl)ethen-2-yl]-4,5,6,7-tetrachloro-phthalide